5-(n-octyloxy)phenol C(CCCCCCC)OC=1C=CC=C(C1)O